C(C)N1CN(C=C1)C=C 3-ethyl-1-vinylimidazole